Cyclopropaneethanol C1(CC1)CCO